3,3'-difluoro-4,4'-biphenol FC=1C=C(C=CC1C1=C(C=C(C=C1)O)F)O